CN1C=NC2=C1CC(C2=O)C(=O)OC methyl 1-methyl-4-oxo-1H,4H,5H,6H-cyclopenta[d]imidazole-5-carboxylate